ClC1=CC=CC(=N1)N1CC(CC1)C(CC#N)N1N=CC(=C1)C=1C2=C(N=CN1)NC=C2 3-[1-(6-chloropyridin-2-yl)pyrrolidin-3-yl]-3-[4-(7H-pyrrolo[2,3-d]pyrimidin-4-yl)-1H-pyrazol-1-yl]propionitrile